C(C1=CC=CC=C1)C=1C(=NC=C(N1)C1=C(C(=CC=C1)[N+](=O)[O-])F)NC(C(=O)O)=CC=1OC=CC1 2-((3-benzyl-5-(2-fluoro-3-nitrophenyl)pyrazin-2-yl)amino)-3-(furan-2-yl)acrylic acid